C[C@H](CC=O)CO[Si](C(C)C)(C(C)C)C(C)C (R)-3-methyl-4-((triisopropylsilyl)oxy)butyraldehyde